tert-Butyl (3R)-3-[4-[3-cyano-5-[(1R)-1-(5-fluoro-2-pyridyl)ethoxy]imidazo[1,2-a]pyridin-7-yl]-5-methyl-triazol-1-yl]piperidine-1-carboxylate C(#N)C1=CN=C2N1C(=CC(=C2)C=2N=NN(C2C)[C@H]2CN(CCC2)C(=O)OC(C)(C)C)O[C@H](C)C2=NC=C(C=C2)F